1,4-divinyl-benzene C(=C)C1=CC=C(C=C1)C=C